C(C(=O)[O-])(=O)OCC(O)CO glyceryl oxalate